C(#N)C[C@@H](CC(=O)NC=1SC(=C(N1)C)C(=O)OC(C)(C)C)NC(=O)C1=CC(=CC=C1)C1=NOC(=N1)C tert-butyl 2-[(3S)-4-cyano-3-{[3-(5-methyl-1,2,4-oxadiazol-3-yl)phenyl]formamido}butanamido]-4-methyl-1,3-thiazole-5-carboxylate